2-amino-3-cyano-6-methyl-6,7-dihydrothieno[3,2-c]pyridine NC1=C(C=2C=NC(CC2S1)C)C#N